tert.-butanol C(C)(C)(C)O